N-BOC-4-piperidinecarbaldehyde C(=O)(OC(C)(C)C)N1CCC(CC1)C=O